R or S-3-(4-(2-amino-6-isopropylpyrimidin-4-yl)piperazin-2-yl)-4-bromo-N-(2-(dimethylamino)ethyl)benzamide NC1=NC(=CC(=N1)N1C[C@H](NCC1)C=1C=C(C(=O)NCCN(C)C)C=CC1Br)C(C)C |o1:9|